4-(5-(4-Ethoxy-3-propoxyphenyl)pyridin-3-yl)-1,2-oxaborolan-2-ol C(C)OC1=C(C=C(C=C1)C=1C=C(C=NC1)C1CB(OC1)O)OCCC